NC1=NC=2C=C(C(=CC2C2=C1C=NN2C)C(=O)N(CC2=NC=C(C=C2F)C#CC(C)(C)O)CC)C 4-amino-N-ethyl-N-{[3-fluoro-5-(3-hydroxy-3-methylbut-1-ynyl)pyridin-2-yl]methyl}-1,7-dimethylpyrazolo[4,3-c]quinoline-8-carboxamide